zinc saccharine S1(=O)(=O)NC(=O)C2=CC=CC=C12.[Zn]